2-(4-fluorophenyl)-4-methyl-1-(2-methylpyridin-4-yl)-1H-pyrrole-3-carboxamide FC1=CC=C(C=C1)C=1N(C=C(C1C(=O)N)C)C1=CC(=NC=C1)C